O[C@@H]1C[C@@H](CC[C@H]1C)NC1=NC=C2N=C(N(C2=N1)C1CCC(CC1)C(=O)N)NC1=C(C(=CC=C1F)F)F (1S,4s)-4-(2-((1R,3R,4R)-3-hydroxy-4-methylcyclohexylamino)-8-(2,3,6-trifluorophenylamino)-9H-purin-9-yl)cyclohexanecarboxamide